3-(7-(dimethylamino)-2-((methoxycarbonyl)amino)-7-oxohept-5-enamido)-2-oxopyridin CN(C(C=CCCC(C(=O)NC=1C(NC=CC1)=O)NC(=O)OC)=O)C